N,N-dimethyl-2-((4-morpholino-6-(3-(m-tolyl)-1H-pyrazol-1-yl)pyrimidin-2-yl)oxy)-1-phenylethan-1-amine CN(C(COC1=NC(=CC(=N1)N1CCOCC1)N1N=C(C=C1)C=1C=C(C=CC1)C)C1=CC=CC=C1)C